C(=O)O.N1C(CCC1)C#N pyrrolidine-2-carbonitrile, formate salt